NC1=C2N=C(N(C2=NC=N1)CCCNS(=O)(=O)C1CC1)SC=1C=C2C(CCC2=CC1I)F Cyclopropanesulfonic acid {3-[6-amino-8-(3-fluoro-6-iodo-indan-5-ylsulfanyl)-purin-9-yl]-propyl}-amide